(E)-3-(naphthalene-2-yl)-1-phenylpropan-2-en-1-one C1=C(C=CC2=CC=CC=C12)/C=C/C(=O)C1=CC=CC=C1